6-chloro-3-cyclopropyl-N-(pyridazin-4-yl)-[1,2,4]triazolo[4,3-b]pyridazin-8-amine ClC=1C=C(C=2N(N1)C(=NN2)C2CC2)NC2=CN=NC=C2